N-(CYANOMETHYL)-2-(3-FORMYLPIPERIDIN-1-YL)ACETAMIDE C(#N)CNC(CN1CC(CCC1)C=O)=O